CC1=C(C2=C(C=C1)N=C(S2)C3=CC4=C(C=C3)N=C(S4)C5=CC=C(C=C5)N)S(=O)(=O)[O-].[Na+] The molecule is an organic sodium salt having 2'-(4-aminophenyl)-6-methyl[2,6'-bi-1,3-benzothiazole]-7-sulfonate as the counterion. It has a role as a histological dye and a fluorochrome. It is an organic sodium salt and an organosulfonate salt. It contains a 2'-(4-aminophenyl)-6-methyl[2,6'-bi-1,3-benzothiazole]-7-sulfonate.